COC1=CC(=NC(=C1)C1=C(C=CC=C1)C=1C(=C(C=C(C1)C)C12CC3(CC(CC(C1)(C3)C)(C2)C)C)O)C2=C(C=CC=C2)C=2C(=C(C=C(C2)C)C23CC1(CC(CC(C2)(C1)C)(C3)C)C)O 2',2'''-(4-(methoxy)pyridine-2,6-diyl)bis(5-methyl-3-((3r,5r,7r)-3,5,7-trimethyladamantan-1-yl)-[1,1'-biphenyl]-2-ol)